(((tert-butoxycarbonyl)amino)methyl)-[1,4'-bipiperidine]-1'-carboxylate C(C)(C)(C)OC(=O)NCOC(=O)N1CCC(CC1)N1CCCCC1